[Ni].[Fe].[Si].[Al] aluminum-silicon-iron-nickel